ClC(C1=NC(=NC(=N1)C(Cl)(Cl)Cl)C1=CC(=C(C=C1)OC)OC)(Cl)Cl 2,4-bis-(trichloromethyl)-6-(3',4'-dimethoxyphenyl)-s-triazine